CC1=NN(C(=C1)C)C=1N=C(C2=C(N1)SC=C2)NC2=CC=C(C=C2)C 2-(3,5-dimethyl-1H-pyrazol-1-yl)-N-(4-methylphenyl)thieno[2,3-d]pyrimidin-4-amine